C1=CC=CC=2C3=CC=CC=C3N(C12)C1=CC=C(C=C1)N1C2=CC=CC=C2C=2C=CC=CC12 1,4-bis(9H-carbazol-9-yl)benzene